C(C)[N+]#[C-] ETHYL ISOCYANIDE